7-(hydroxymethyl)-5-methyl-2-((2-(trimethylsilyl)ethoxy)methyl)-2,5-dihydro-4H-pyrrolo[3,4-c]pyridin-4-one OCC=1C=2C(C(N(C1)C)=O)=CN(C2)COCC[Si](C)(C)C